(3-amino-6-(2'-methyl-2',3'-dihydro-1'H-spiro[cyclopropane-1,4'-isoquinolin]-7'-yl)pyrazin-2-yl)-N-cyclopropyl-1H-pyrazole-4-carboxamide NC=1C(=NC(=CN1)C1=CC=C2C3(CN(CC2=C1)C)CC3)N3N=CC(=C3)C(=O)NC3CC3